(R)-2-methyl-4-((1-(2-methyl-3-(trifluoromethyl)phenyl)ethyl)amino)-6-(1-methyl-2-oxabicyclo[2.1.1]hexan-4-yl)-2,6-dihydropyrido[3,4-d]pyridazine-1,7-dione CN1N=C(C=2C(C1=O)=CC(N(C2)C21COC(C2)(C1)C)=O)N[C@H](C)C1=C(C(=CC=C1)C(F)(F)F)C